4-((S)-4-((S)-aziridine-2-carbonyl)-2-methylpiperazin-1-yl)-6-fluoro-7-(2-fluoro-6-hydroxyphenyl)-1-(2-isopropyl-4-methylpyridin-3-yl)pyrido[2,3-d]pyrimidin-2(1H)-one N1[C@@H](C1)C(=O)N1C[C@@H](N(CC1)C=1C2=C(N(C(N1)=O)C=1C(=NC=CC1C)C(C)C)N=C(C(=C2)F)C2=C(C=CC=C2O)F)C